CC(C=O)(CC)CN(C(C)C)C 2-METHYL-2-([METHYL(PROPAN-2-YL)AMINO]METHYL)BUTANAL